(6aR,9R)-N,N-diethyl-7-(3-cyanobenzyl)-4,6,6a,7,8,9-hexahydroindolo[4,3-fg]quinoline-9-carboxamide C(C)N(C(=O)[C@H]1CN([C@@H]2CC=3C4=C(C2=C1)C=CC=C4NC3)CC3=CC(=CC=C3)C#N)CC